N-(5-bromo-2,4-difluorophenyl)cyclopropylcarboxamide BrC=1C(=CC(=C(C1)NC(=O)C1CC1)F)F